BrC=1C=C(C=CC1)S(=O)(=O)NC=1C(=CC2=C(C(=NO2)CC)C1)OC 3-bromo-N-(3-ethyl-6-methoxybenzo[d]isoxazol-5-yl)benzenesulfonamide